tert-butyl ((1r,3r)-3-(16-amino-2,5,8,11,14-pentaoxahexadecyl)cyclobutyl)carbamate NCCOCCOCCOCCOCCOCC1CC(C1)NC(OC(C)(C)C)=O